tert-butyl 5-{2-[1-(3-cyano-5-methoxyphenyl)pyrazol-4-yl]propanamido}-3-cyclopropylpyrazole-1-carboxylate C(#N)C=1C=C(C=C(C1)OC)N1N=CC(=C1)C(C(=O)NC1=CC(=NN1C(=O)OC(C)(C)C)C1CC1)C